N1=C(C=NC=C1)C1CCN(CC1)C(=O)[O-] 4-(pyrazin-2-yl)piperidine-1-carboxylate